OC1=C(C(=O)NN)C=C(C(=C1)C(=O)NN)O 2,5-dihydroxyterephthalhydrazide